O1C(COCC1)COC1=NC(N2C(C3=CC=C(C=C3CC2)C=2C=NC(=CC2)OC(C)C)=C1)=O 2-([1,4]Dioxan-2-ylmethoxy)-9-(6-isopropoxy-pyridin-3-yl)-6,7-dihydro-pyrimido[6,1-a]isoquinolin-4-one